1-β-d-fructofuranosylfructose OC[C@@]1([C@@H](O)[C@H](O)[C@H](O1)CO)C(O)C(=O)[C@@H](O)[C@H](O)[C@H](O)CO